N-cyclopropyl-2-(difluoromethoxy)-6-methoxy-4-[7-[(3-methyl-1,2,4-oxadiazol-5-yl)methoxy]imidazo[1,2-a]pyridin-3-yl]benzamide C1(CC1)NC(C1=C(C=C(C=C1OC)C1=CN=C2N1C=CC(=C2)OCC2=NC(=NO2)C)OC(F)F)=O